1-(4-((1-cyclobutylpiperidin-4-yl)oxy)phenyl)-3-(2-(ethylamino)ethyl)urea C1(CCC1)N1CCC(CC1)OC1=CC=C(C=C1)NC(=O)NCCNCC